2-[3-cyano-4-methyl-5-phenyl-5-(trifluoromethyl)-2(5H)-furanylidene]malononitrile C(#N)C=1C(OC(C1C)(C(F)(F)F)C1=CC=CC=C1)=C(C#N)C#N